(M)-3-amino-4-(3-hydroxy-2,6-dimethylphenyl)-1,5-naphthyridine-2-carboxamide NC=1C(=NC2=CC=CN=C2C1C1=C(C(=CC=C1C)O)C)C(=O)N